4-[[(1S)-inden-1-yl]amino]-N-methyl-3-(1-methylimidazol-4-yl)benzenesulfonamide tert-butyl-3-(3,4-bis(benzyloxy)phenyl)-3-oxopropanoate C(C)(C)(C)OC(CC(=O)C1=CC(=C(C=C1)OCC1=CC=CC=C1)OCC1=CC=CC=C1)=O.[C@@H]1(C=CC2=CC=CC=C12)NC1=C(C=C(C=C1)S(=O)(=O)NC)C=1N=CN(C1)C